CN(C/C=C/C(=O)N)C 4-(dimethylamino)-(2E)-butenamide